OC1(CCN(CC1)C=1C=CC(=NC1)NC=1C2=C(C(=NC1)C1=CN=C3N1C=CC=C3)CNC2=O)CN2CCN(CC2)C 7-((5-(4-hydroxy-4-((4-methylpiperazin-1-yl)methyl)piperidin-1-yl)pyridin-2-yl)amino)-4-(imidazo[1,2-a]pyridin-3-yl)-2,3-dihydro-1H-pyrrolo[3,4-c]pyridin-1-one